N(=C=S)C=1C(N(C=C(C1)C(C(F)(F)F)(F)F)C)=O 3-isothiocyanato-1-methyl-5-(perfluoroethyl)pyridin-2(1H)-one